C(#N)C1=C(C=NN1C1=CC=C(C=C1)N1C(C(=C(C=C1)Cl)Cl)=O)C(=O)NCC 5-cyano-1-(4-(3,4-dichloro-2-oxopyridin-1(2H)-yl)phenyl)-N-ethyl-1H-pyrazole-4-carboxamide